C(C)C(COC(C=1C=C(C(=O)OCCCCCC)C=CC1)=O)CCCC isophthalic acid (n-hexyl) (2-ethylhexyl) ester